tert-butyl 3-(benzo[d]thiazol-2-yl)-2-(4-nitrobenzamido)-4,7-dihydrothieno[2,3-c]pyridine-6(5H)-carboxylate S1C(=NC2=C1C=CC=C2)C2=C(SC=1CN(CCC12)C(=O)OC(C)(C)C)NC(C1=CC=C(C=C1)[N+](=O)[O-])=O